mono-n-propyl-phosphorus C(CC)[P]